cis-5-Cyclopropyl-N-({2-[5-fluoro-2-(2H-1,2,3-triazol-2-yl)benzoyl]-4-methyl-2-azabicyclo[3.1.1]heptan-3-yl}methyl)pyrimidin-2-amin C1(CC1)C=1C=NC(=NC1)NCC1N(C2CC(C1C)C2)C(C2=C(C=CC(=C2)F)N2N=CC=N2)=O